isopentyl propionate (isopentyl propionate) C(CC(C)C)C(C(=O)O)C.C(CC)(=O)OCCC(C)C